decanoic acid-N-hydroxyanilide ON(C1=CC=CC=C1)C(CCCCCCCCC)=O